FC1=C(C=C(C(=C1)C=C)F)OC 1,4-difluoro-2-methoxy-5-vinylbenzene